FC1=C(CCS(=O)(=O)[O-])C=C(C=C1)OC(F)(F)F 2-Fluoro-5-(trifluoromethoxy)benzylmethanesulfonate